4-[4-Bromo-3-hydroxy-6-(4-trifluoromethyl-phenyl)-pyridin-2-yl]-4-oxo-butyric acid ethyl ester C(C)OC(CCC(=O)C1=NC(=CC(=C1O)Br)C1=CC=C(C=C1)C(F)(F)F)=O